(3R,4R)-4-(4-aminopyrazol-1-yl)-3-fluoropiperidine-1-carboxylic acid tert-butyl ester C(C)(C)(C)OC(=O)N1C[C@H]([C@@H](CC1)N1N=CC(=C1)N)F